OC=1C=C2CC[C@@H]([C@@H](C2=CC1)C1=CC=C(C=C1)N1CCNCC1)C1=CC=CC=C1 4-(4-((1R,2S)-6-hydroxy-2-phenyl-1,2,3,4-tetrahydronaphthalen-1-yl)phenyl)piperazine